triphenyl-phosphonium bromomethane salt BrC.C1(=CC=CC=C1)[PH+](C1=CC=CC=C1)C1=CC=CC=C1